C[Si](C)(C)SCCC[Si](OC)(OC)OC 3-(trimethylsilylmercapto)propyltrimethoxysilane